CN1CCC(CC1)CCCC1CCN(CC1)C 1-Methyl-4-[3-(1-methyl-4-piperidyl)propyl]piperidine